tert-butyl (3aR,7aR)-1-(6-chloro-5-methyl-pyridazin-3-yl)-3,3a,4,5,7,7a-hexahydro-2H-pyrrolo[2,3-c]pyridine-6-carboxylate ClC1=C(C=C(N=N1)N1CC[C@H]2[C@@H]1CN(CC2)C(=O)OC(C)(C)C)C